COC=1C(=CC=2C(=C3C(=NC2C1)CCC3)NC3CCN(CC3)C3=CC(=CC=C3)F)OC N-{6,7-dimethoxy-1H,2H,3H-cyclopenta[b]quinolin-9-yl}-1-(3-fluorophenyl)piperidin-4-amine